3H-spiro[2-benzofuran-1,4'-piperidine] N1CCC2(CC1)OCC1=C2C=CC=C1